ClC=1C2=C(N=CN1)N(C=C2)[C@@H]2CC([C@@H]1[C@H]2OC(O1)(C)C)(CO)CO ((3aR,6R,6aS)-6-(4-chloro-7H-pyrrolo[2,3-d]pyrimidin-7-yl)-2,2-dimethyltetrahydro-3aH-cyclopenta[d][1,3]dioxole-4,4-diyl)dimethanol